N-(Cyclopropylmethyl)-3-(N-methylbenzenesulfonamido)-2-oxobutanamide C1(CC1)CNC(C(C(C)N(S(=O)(=O)C1=CC=CC=C1)C)=O)=O